CS(=O)(=O)N[C@@H]1[C@@H](N(CC1)C(=O)OCC1=CC=CC=C1)CO[C@@H]1CC[C@@H](CC1)C1=CC=CC=C1 benzyl (2R,3S)-3-(methylsulfonamido)-2-((((CIS)-4-phenylcyclohexyl)oxy)methyl)pyrrolidine-1-carboxylate